monoethoxy-tris(ethoxyacetoacetyl)zirconium C(C)O[Zr](C(CC(=O)COCC)=O)(C(CC(=O)COCC)=O)C(CC(=O)COCC)=O